(1S,3S,4S)-N-[(1S)-1-cyano-2-[(3S)-2-oxo-3-piperidyl]ethyl]-2-[(2R)-3,3-dimethyl-2-[(2,2,2-trifluoroacetyl)amino]butanoyl]-5,5-difluoro-2-azabicyclo[2.2.2]octane-3-carboxamide C(#N)[C@H](C[C@H]1C(NCCC1)=O)NC(=O)[C@H]1N([C@@H]2CC([C@H]1CC2)(F)F)C([C@@H](C(C)(C)C)NC(C(F)(F)F)=O)=O